2-methyl-4-[4-(trifluoromethyl)phenyl]pyrazolo[4,3-b]indole-7-carbonitrile CN1N=C2C(N(C=3C=CC(=CC23)C#N)C2=CC=C(C=C2)C(F)(F)F)=C1